CC1(C2=CC=CC=C2C=2C=CC(=CC12)NC1=CC=C(C=C1)C)C 9,9-dimethyl-N-(p-tolyl)-9H-fluoren-2-amine